BrCC1=C(C=C(C=C1)F)F 1-(bromomethyl)-2,4-difluorobenzene